CN1C(CCC2=CC(=CC=C12)C=1C=C(C=NC1)[C@H](C)NS(=O)(=O)CC)=O |o1:17| Ethanesulfonic acid {(S or R)-1-[5-(1-methyl-2-oxo-1,2,3,4-tetrahydro-quinolin-6-yl)-pyridin-3-yl]-ethyl}-amide